N-(6-(4-((3-chloro-4-(2-chloroethoxy)-5-cyanophenyl)(2,2,2-trifluoroethyl)amino)phenyl)quinoxalin-2-yl)methanesulfonamide ClC=1C=C(C=C(C1OCCCl)C#N)N(C1=CC=C(C=C1)C=1C=C2N=CC(=NC2=CC1)NS(=O)(=O)C)CC(F)(F)F